C(C(C)C(C(=O)O)CC(Cl)=O)C(C(=O)O)CC(=O)Cl propane-1,2-diyl-bis(4-chloro-4-oxobutanoic acid)